OC(CNC1=CC=C(C=C1)N)CO N-(β,γ-dihydroxypropyl)-para-phenylenediamine